Dimethyl-silyl-(3-phenyl-1H-inden-1-yl)(2,3,4,5-tetramethylcyclopenta-2,4-dienyl)hafnium dichloride [Cl-].[Cl-].C[SiH]([Hf+2](C1C(=C(C(=C1C)C)C)C)C1C=C(C2=CC=CC=C12)C1=CC=CC=C1)C